(1,5-bisazidopentan-3-yl)benzene N(=[N+]=[N-])CCC(CCN=[N+]=[N-])C1=CC=CC=C1